OCCCN1C(CC(=NC2=C1C=CC=C2)OC)=O 1-(3-hydroxypropyl)-4-methoxy-1,3-dihydro-2H-1,5-benzodiazepine-2-one